FC1(CCN(CC1)C(=O)C=1C=C2N=C(C=NC2=CC1)C=1C=CC=2N(C1)N=NN2)F (4,4-difluoro-1-piperidinyl)(3-(tetrazolo[1,5-a]pyridin-6-yl)-6-quinoxalinyl)methanone